C12(OOC(CC1)C2(C)C)C dioxabornane